COC=1C=C(C=CC1OCC1=C(C=CC=C1)C(F)(F)F)C1C=2C(NC(C1)=O)=NN(C2)C 4-(3-Methoxy-4-{[2-(trifluoromethyl)phenyl]methoxy}phenyl)-2-methyl-2H,4H,5H,6H,7H-pyrazolo[3,4-b]pyridin-6-one